COC1=CC=C(C=C1)CC(=O)NC1=CN(C(C=C1)=O)C1=CC=CC=C1 2-(4-methoxyphenyl)-N-(6-oxo-1-phenyl-1,6-dihydropyridin-3-yl)acetamide